4-(1-((tert-butyldimethylsilyl)oxy)-4-hydroxybutan-2-yl)thiomorpholine [Si](C)(C)(C(C)(C)C)OCC(CCO)N1CCSCC1